C(C)(=O)C1=C(C(=O)OC)C=C(C=N1)Cl methyl 2-acetyl-5-chloronicotinate